S1C(=CC=C1)C1=C(OCC2OC2)C=CC=C1 2-((2-(thiophene-2-yl)phenoxy)methyl)oxirane